COC(=O)[C@H]1N(CC2=CC=C(C(=C2C1)OCC1=CC=CC=C1)OC)C=1OC2=C(N1)C=CC(=C2)Cl.BrC2=CC=C1C=CC3=CC(=CC4=CC=C2C1=C34)C(C)(C)C 1-Bromo-7-(tert-butyl)pyrene methyl-(S)-5-(benzyloxy)-2-(6-chlorobenzo[d]oxazol-2-yl)-6-methoxy-1,2,3,4-tetrahydroisoquinoline-3-carboxylate